7-oxo-3-oxa-9-azabicyclo[3.3.1]nonane-9-carboxylic acid ethyl ester C(C)OC(=O)N1C2COCC1CC(C2)=O